FC=1C=C2C=NN(C2=CC1CO)C(C)=O 1-(5-fluoro-6-(hydroxymethyl)-1H-indazol-1-yl)ethan-1-one